CC=1C2(C3=CC=CC=C3C1C(C)C)CCC1(CC2)NC(NC1=O)=O 2''-methyl-3''-(propan-2-yl)dispiro[imidazolidine-4,1'-cyclohexane-4',1''-indene]-2,5-dione